(hex-3,5-dien-1-yn-1-yl)benzene C(#CC=CC=C)C1=CC=CC=C1